tert-butyl (S)-3-((4-(N-(tert-butoxycarbonyl)-N-(thiazol-4-yl)sulfamoyl)-2-chloro-5-fluorophenyl)(ethyl)amino)-pyrrolidine-1-carboxylate C(C)(C)(C)OC(=O)N(S(=O)(=O)C1=CC(=C(C=C1F)N([C@@H]1CN(CC1)C(=O)OC(C)(C)C)CC)Cl)C=1N=CSC1